methyl 2-(pyridin-2-yl)acetate N1=C(C=CC=C1)CC(=O)OC